CC(CC#N)(C#C)C 3,3-dimethylpent-4-ynenitrile